(R)-N-methyl-3-((6-oxo-5,6-dihydropyrido[3,2-e]pyrrolo[1,2-a]pyrazin-3-yl)methyl)-2,3,4,4a,5,6-hexahydro-1H-pyrazino[1,2-a][1,5]naphthyridine-8-carboxamide CNC(=O)C=1N=C2CC[C@H]3N(C2=CC1)CCN(C3)CC3=CC=1NC(C=2N(C1N=C3)C=CC2)=O